CC1=C(C2=C(N=C(N=C2)SC)N(C1=O)CC=1N(C=CN1)C(=O)OC(C)(C)C)C#C[Si](C(C)C)(C(C)C)C(C)C tert-butyl 2-{[6-methyl-2-(methylsulfanyl)-7-oxo-5-[2-(triisopropylsilyl)ethynyl]pyrido[2,3-d]pyrimidin-8-yl]methyl}imidazole-1-carboxylate